benzo[1,3]oxazine O1CN=CC2=C1C=CC=C2